C(C)C1=CC(=NC(=N1)OC1CCOCC1)C1=CN=C(S1)NC1=NC=C(C=C1)CN1CCCCC1 N-{5-[6-ethyl-2-(oxan-4-yloxy)pyrimidin-4-yl]-1,3-thiazol-2-yl}-5-(piperidin-1-ylmethyl)pyridin-2-amine